4-((3-(2,3-difluoro-4-methoxyphenyl)imidazo[1,2-a]pyrazin-8-yl)amino)-N-((S)-1-((2S,4R)-4-hydroxypyrrolidine-2-carbonyl)pyrrolidin-3-yl)-2-methylbenzamide FC1=C(C=CC(=C1F)OC)C1=CN=C2N1C=CN=C2NC2=CC(=C(C(=O)N[C@@H]1CN(CC1)C(=O)[C@H]1NC[C@@H](C1)O)C=C2)C